FC1([C@H]2CNC[C@@H]12)F (1S,5R)-6,6-difluoro-3-azabicyclo[3.1.0]hexan